(heptadecafluorooctyl)anilineethanol FC(C(C(C(C(C(C(F)(F)N(C1=CC=CC=C1)CCO)(F)F)(F)F)(F)F)(F)F)(F)F)(C(F)(F)F)F